NC1=CC(=C(C=C1)CCOCCN(C(OC(C)(C)C)=O)C)Cl Tert-butyl N-[2-[2-(4-amino-2-chloro-phenyl) ethoxy] ethyl]-N-methyl-carbamate